1-(5-bromo-4-methyl-1H-pyrrolo[2,3-b]pyridin-3-yl)-N,N-dimethylmethanamine BrC=1C(=C2C(=NC1)NC=C2CN(C)C)C